Methyl ((4'-((2-(tert-butyl)-1H-imidazol-1-yl)methyl)-3'-fluoro-5-isobutyl-[1,1'-biphenyl]-2-yl)sulfonyl)carbamate C(C)(C)(C)C=1N(C=CN1)CC1=C(C=C(C=C1)C1=C(C=CC(=C1)CC(C)C)S(=O)(=O)NC(OC)=O)F